NC1=NN2C(C=C(C=C2)C=2C(=C(C(=O)NCC(C(O)C3=CC(=C(C=C3)Cl)F)(F)F)C(=CC2)Cl)F)=N1 3-(2-amino-[1,2,4]triazolo[1,5-a]pyridin-7-yl)-6-chloro-N-(3-(4-chloro-3-fluorophenyl)-2,2-difluoro-3-hydroxypropyl)-2-fluorobenzamide